N-(4-formylcyclohexyl)-4-(isopropylamino)-6-[5-(trifluoromethyl)pyrrolo[2,3-b]pyridin-1-yl]pyridine-3-carboxamide C(=O)C1CCC(CC1)NC(=O)C=1C=NC(=CC1NC(C)C)N1C=CC=2C1=NC=C(C2)C(F)(F)F